NC[C@]1(OCC1)C=1C=C(C#N)C=CC1 3-[(2R)-2-(aminomethyl)oxetan-2-yl]benzonitrile